Cl.Cl.NC\C=C(\CN1C(=C(C2=NC=CC=C21)CC2=CC=C(C=C2)S(=O)(=O)N(C)C)C)/F (Z)-4-((1-(4-amino-2-fluorobut-2-en-1-yl)-2-methyl-1H-pyrrolo[3,2-b]pyridin-3-yl)methyl)-N,N-dimethylbenzenesulfonamide dihydrochloride